ClC1=NN(C=C1)C=1C(N(N=C(C1O)CO)C1=C(C=C(C=C1C)C(F)(F)F)C)=O 4-(3-chloro-1H-pyrazol-1-yl)-2-[2,6-dimethyl-4-(trifluoromethyl)phenyl]-5-hydroxy-6-(hydroxymethyl)pyridazin-3(2H)-one